3,7-dimethylnona-2,6-dienenitrile CC(=CC#N)CCC=C(CC)C